N-((6-(1H-indazol-6-yl)pyridin-3-yl)methyl)-9-ethyl-2-(pyridin-3-yl)-9H-purin-6-amine N1N=CC2=CC=C(C=C12)C1=CC=C(C=N1)CNC1=C2N=CN(C2=NC(=N1)C=1C=NC=CC1)CC